(s)-1-(1-(1-((1-(4-(4-(3-Amino-6-(2-hydroxyphenyl)pyridazin-4-yl)morpholin-2-yl)-3-methylbenzoyl)piperidin-4-yl)methyl)piperidin-4-yl)-5-methyl-1H-indol-4-yl)dihydropyrimidine NC=1N=NC(=CC1N1C[C@@H](OCC1)C1=C(C=C(C(=O)N2CCC(CC2)CN2CCC(CC2)N2C=CC3=C(C(=CC=C23)C)N2CNCC=C2)C=C1)C)C1=C(C=CC=C1)O